tert-butyl {[(2S)-4-fluoro-6-hydroxy-5-(1,1,4-trioxo-1λ6,2,5-thiadiazolidin-2-yl)-2,3-dihydro-1-benzofuran-2-yl]methyl}(2-methylpropyl)carbamate FC1=C(C(=CC2=C1C[C@H](O2)CN(C(OC(C)(C)C)=O)CC(C)C)O)N2S(NC(C2)=O)(=O)=O